C(=C\CCCC)/CC(C(=O)[O-])C (E)-3-hexenyl-isobutyrate